SCCCC(C(C(=O)[O-])=O)C 3-mercaptopropyl-oxo-butyrate